AMMONIUM TRYPTAMINE NCCC1=CNC2=CC=CC=C12.[NH4+]